methyl (isopropyl) carbonate C(OC)(OC(C)C)=O